ClC1=C(C(=CC=C1Cl)O)C1CC(N(C1)C=1C=NN(C1)C=C)=O 4-(2,3-Dichloro-6-hydroxyphenyl)-1-(1-vinyl-1H-pyrazol-4-yl)pyrrolidin-2-one